2-(((tert-butoxycarbonyl)amino) methyl-3-fluoroallyl)-1H-pyrrole-3-carboxylate C(C)(C)(C)OC(=O)NCC(=CCC=1NC=CC1C(=O)[O-])F